C(C)(C)(C)OC(=O)N1[C@@H]2CN[C@@H]2C(C1)(C(=O)O)C (1R,5R)-2-(tert-butoxycarbonyl)-4-methyl-2,6-diazabicyclo[3.2.0]Heptane-4-carboxylic acid